1-(13,13-dimethyl-13H-indeno[1,2-b]anthracen-2-yl)-1,3,4,6,7,8-hexahydro-2H-pyrimido[1,2-a]pyrimidine CC1(C2=CC(=CC=C2C2=CC=3C=C4C=CC=CC4=CC3C=C21)N2C=1N(CCC2)CCCN1)C